N-octadecyl-terephthalic acid monoamide C(CCCCCCCCCCCCCCCCC)NC(C1=CC=C(C(=O)O)C=C1)=O